C1(=CC=CC=C1)[C@@H](CC=1C=C2C(=NC=NC2=CC1)N1CC2(C1)CCN(CC2)CC2CCC(CC2)NS(=O)(=O)CC)C.[S].[In].[Ag] |r| silver-indium sulfur N-((1R,4R)-4-((2-(6-((RS)-2-phenylpropyl)quinazolin-4-yl)-2,7-diazaspiro[3.5]nonan-7-yl)methyl)cyclohexyl)ethanesulfonamide